C(C1=CC=CC=C1)OC(=O)N[C@@H]([C@H](O)C)C(=O)O N-Benzyloxycarbonyl-L-threonine